ClC1=NC2=CC(=C(C=C2C(=N1)NC1=CC=C(C2=CC=CC=C12)C1CC1)OC)OC 2-Chloro-N-(4-cyclopropylnaphthalen-1-yl)-6,7-dimethoxyquinazolin-4-amine